N-(2-((2-(azetidin-3-ylamino)-2-oxoethyl)amino)ethyl)-2-chloro-4-((3-(1-(cyanomethyl)-3-(trifluoromethyl)-1H-pyrazol-4-yl)imidazo[1,2-a]pyrazin-8-yl)amino)benzamide N1CC(C1)NC(CNCCNC(C1=C(C=C(C=C1)NC=1C=2N(C=CN1)C(=CN2)C=2C(=NN(C2)CC#N)C(F)(F)F)Cl)=O)=O